BrC1=CC=C(CC2(OC(C3=CC=CC=C23)=O)OC)C=C1 3-(4-bromobenzyl)-3-methoxyisobenzofuran-1(3H)-one